(5-(1-((4-chlorophenyl)carbamoyl)-1,2,5,6-tetrahydropyridin-4-yl)-3-benzyloxy-pyridine-2-carbonyl)glycine methyl ester COC(CNC(=O)C1=NC=C(C=C1OCC1=CC=CC=C1)C1=CCN(CC1)C(NC1=CC=C(C=C1)Cl)=O)=O